C[Si](CCCCCCCCO)(C)C 8-(trimethylsilyl)octan-1-ol